3-(2-nitroethyl)-2,3-dihydropyrrolo[2,1-b]quinazoline [N+](=O)([O-])CCC1CCN2C1N=C1C=CC=CC1=C2